N'-(3-fluoro-3-methyltetrahydro-2H-pyran-4-yl)-2-(2-methyl-1,3-dioxolan-2-yl)acetohydrazide FC1(COCCC1NNC(CC1(OCCO1)C)=O)C